guanidine NC(=N)N